5-cyclopropyl-4-((((1R,3R,5S)-8-(5-iodopyridin-2-yl)-8-azabicyclo[3.2.1]octan-3-yl)oxy)methyl)-3-(2-(trifluoromethoxy)phenyl)isoxazole C1(CC1)C1=C(C(=NO1)C1=C(C=CC=C1)OC(F)(F)F)COC1C[C@H]2CC[C@@H](C1)N2C2=NC=C(C=C2)I